4-[5-(2,6-difluorophenyl)-6H-pyrazolo[1,5-a][1,3,5]benzotriazepin-9-yl]morpholine FC1=C(C(=CC=C1)F)C1=NC=2N(C3=C(N1)C=CC(=C3)N3CCOCC3)N=CC2